FC1=C(C=C(C=C1)F)[C@@H]1N(OCC1)C1=CC(=NC=N1)NC=1C(=CC(=C(C1)NC(C=C)=O)N1CCC(CC1)N1C[C@H](OCC1)C)OC N-(5-((6-((R)-3-(2,5-difluorophenyl)isoxazolidine-2-yl)pyrimidine-4-yl)amino)-4-methoxy-2-(4-((R)-2-methylmorpholino)piperidine-1-yl)phenyl)acrylamide